5'-(N-cyclopropyl)carboxamidoadenosine NC1N=CN=C2C=1N=CN2[C@@H]1O[C@H](C(=O)NC2CC2)[C@@H](O)[C@H]1O